2-(3-((2-amino-4-(butylamino)-6-methylpyrimidin-5-yl)methyl)-4-methoxyphenyl)-acetonitrile NC1=NC(=C(C(=N1)NCCCC)CC=1C=C(C=CC1OC)CC#N)C